FC1=C(C=C(C=C1)F)[C@@H]1N(CCC1)C1=NC=2N(C=C1)N=CC2C=2OC1=C(N2)C=CC(=C1)C(C)O 1-(2-(5-((R)-2-(2,5-difluorophenyl)pyrrolidin-1-yl)pyrazolo[1,5-a]pyrimidin-3-yl)benzo[d]oxazol-6-yl)ethan-1-ol